6-chloro-2-(((1-(3,4-dimethoxybenzyl)-1H-1,2,3-triazol-4-yl)methyl)thio)benzo[d]thiazole ClC1=CC2=C(N=C(S2)SCC=2N=NN(C2)CC2=CC(=C(C=C2)OC)OC)C=C1